1-(11Z,14Z-eicosadienoyl)-2-(6Z,9Z,12Z,15Z-octadecatetraenoyl)-glycero-3-phosphocholine CCCCC/C=C\C/C=C\CCCCCCCCCC(=O)OC[C@H](COP(=O)([O-])OCC[N+](C)(C)C)OC(=O)CCCC/C=C\C/C=C\C/C=C\C/C=C\CC